CN1C(CNCC1)C1=CC2=C(N=NC(=C2)C2=C(C=CC=C2)O)N1 2-(6-(1-methylpiperazin-2-yl)-7H-pyrrolo[2,3-c]pyridazin-3-yl)phenol